C1(CC1)C=1N=NN(C1)[C@H](C(=O)N1[C@@H](C[C@H](C1)O)C(=O)NCC=1C(=NN(C1OC)C)C)C(C)(C)C (2S,4R)-1-[(2S)-2-(4-cyclopropyltriazol-1-yl)-3,3-dimethyl-butanoyl]-4-hydroxy-N-[(5-methoxy-1,3-dimethyl-pyrazol-4-yl)methyl]pyrrolidine-2-carboxamide